2-[2-(trityl-amino)-ethoxy]-ethanol C(C1=CC=CC=C1)(C1=CC=CC=C1)(C1=CC=CC=C1)NCCOCCO